1,3,4-trifluorotoluene FC1(C)CC(=C(C=C1)F)F